NC1=NC2=CC(=CC=C2C(=C1)N[C@@](CO)(CCCC)C)F (R)-2-((2-amino-7-fluoroquinolin-4-yl)amino)-2-methylhexan-1-ol